[OH-].C(CCC)[NH+](C(C1=CC=CC=C1)C1=CC=CC=C1)CCCC di-n-butylbenzhydryl-ammonium hydroxide